methylenebis-anthranilate (Methylene bis-methylanthranilate) C=CN(C=1C(C(=O)O)=CC=CC1)C.C(NC=1C(C(=O)O)=CC=CC1)NC=1C(C(=O)O)=CC=CC1